OC1=C(C(=O)N(C2=CC(=CC=C2)C(=O)N2CCOCC2)C)C=C(C(=C1)O)C(C)C 2,4-dihydroxy-5-isopropyl-N-methyl-N-(3-(morpholine-4-carbonyl)phenyl)benzamide